C(C)(C)(C)OC(=O)N[C@H](CC(=O)OC(C)(C)C)CC#N tert-butyl (S)-3-((tert-butoxycarbonyl) amino)-4-cyanobutyrate